ClC1=C(C=CC=C1Cl)N1C(=NC(=C(C1=O)C)C1=C(C=CC(=C1)C)S(=O)(=O)O)SC 1-(2,3-dichlorophenyl)-5-methyl-2-(methylsulfanyl)-6-oxo-1,6-dihydropyrimidin-4-yl-4-methylbenzene-1-sulfonic acid